N1C=C(C2=CC=CC=C12)CCC(=O)NC1=CC(=C(OC2=CC(=NC=C2)NC(=O)C2CC2)C=C1F)F N-(4-(4-(3-(1H-indol-3-yl)propanamido)-2,5-difluorophenoxy)pyridin-2-yl)cyclopropanecarboxamide